ClC1=C(C=CC2=C1C(=NCC=1N2C=NN1)C1=C(C=CC=C1F)F)C(=C)OCC 7-chloro-6-(2,6-difluorophenyl)-8-(1-ethoxyvinyl)-4H-[1,2,4]triazolo[4,3-a][1,4]benzodiazepine